NC\C=C(\CN1C(=NC2=C1C=C(C=C2C2=CC=C(C=C2)S(NC2CC2)(=O)=O)C(=O)N(C)C)C)/F (Z)-1-(4-amino-2-fluorobut-2-en-1-yl)-4-(4-(N-cyclopropylsulfamoyl)phenyl)-N,N,2-trimethyl-1H-benzo[d]imidazol-6-carboxamide